dimethylsilylenebis(3-trimethylsilylcyclopentadienyl)zirconium dihydride [H-].[H-].C[Si](=[Zr+2](C1C=C(C=C1)[Si](C)(C)C)C1C=C(C=C1)[Si](C)(C)C)C